CNC1=NN=C2N1CCN(C2)C(=O)OC(C)(C)C Tert-Butyl 3-(methylamino)-5H,6H,7H,8H-[1,2,4]triazolo[4,3-a]pyrazine-7-carboxylate